1,1,1-trifluoro-2,2-dichloropropane FC(C(C)(Cl)Cl)(F)F